2-[[5-(4-cyclopropyl-6-methoxy-pyrimidin-5-yl)-3-[[3,5-difluoro-4-[1-methyl-4-(trifluoromethyl)imidazol-2-yl]phenyl]methyl]pyrazolo[4,3-d]pyrimidin-1-yl]methoxy]ethyl-trimethyl-silane C1(CC1)C1=NC=NC(=C1C=1N=CC2=C(N1)C(=NN2COCC[Si](C)(C)C)CC2=CC(=C(C(=C2)F)C=2N(C=C(N2)C(F)(F)F)C)F)OC